[N].[Fe].[Sm] samarium-iron nitrogen